C1(=NC=CC2=CC3=CC=CC=C3C=C12)O azaanthracenol